C(C(C)C)NC(C=CC=CCCCCC)=O decadienoic acid-N-isobutyl amide